(S)-2-amino-3-octanamidopropionic acid N[C@H](C(=O)O)CNC(CCCCCCC)=O